tert-butyl (5-(3,6-dihydro-2H-pyran-4-yl)-6-(1-(dimethylamino)ethyl)pyridin-2-yl)carbamate O1CCC(=CC1)C=1C=CC(=NC1C(C)N(C)C)NC(OC(C)(C)C)=O